The molecule is a peptide anion obtained by deprotonation of the carboxy groups of N-(4-oxoglutaryl)-L-cysteinylglycine; major species at pH 7.3. It is a peptide anion and a dicarboxylic acid dianion. It is a conjugate base of a N-(4-oxoglutaryl)-L-cysteinylglycine. C(CC(=O)N[C@@H](CS)C(=O)NCC(=O)[O-])C(=O)C(=O)[O-]